N-palmityl-sarcosine C(CCCCCCCCCCCCCCC)N(C)CC(=O)O